4,4-dimethyl-8-(1H-pyrazol-4-yl)-1,3,4,5-tetrahydro-6H-pyrano[4,3-b]thieno[3,2-d]pyridin-6-one CC1(COCC2=C1NC(C1=C2C=C(S1)C=1C=NNC1)=O)C